P(O)(=O)(OP(=O)(O)OP(=O)(O)O)OCCCCCCNC(=O)OCC1C2=CC=CC=C2C2=CC=CC=C12 6-(Fmoc-amino)-1-hexanol triphosphate